dimethyl-di(butyl-peroxy)hexane CC(C(OOCCCC)(OOCCCC)C)CCCC